OC1=C2C3=C(C(OC2=CC(=C1C(=O)O)CCCCC)(C)C)C=CC(=C3)C 1-hydroxy-6,6,9-trimethyl-3-pentyl-6H-benzo[c]chromene-2-carboxylic acid